N-[4-(3-Cyanophenyl)-5-(2,6-dimethyl-4-pyridyl)thiazol-2-yl]-3-methyl-2,4-dioxo-1,3,8-triazaspiro[4.5]decan-8-carboxamid C(#N)C=1C=C(C=CC1)C=1N=C(SC1C1=CC(=NC(=C1)C)C)NC(=O)N1CCC2(C(N(C(N2)=O)C)=O)CC1